(S)-3-(4-chloro-3-((2R,3R)-2-(2,3-dihydro-1H-inden-2-yl)-4,4,4-trifluoro-3-Methylbutanamido)phenyl)-3-cyclopropylpropionic acid ClC1=C(C=C(C=C1)[C@@H](CC(=O)O)C1CC1)NC([C@@H]([C@H](C(F)(F)F)C)C1CC2=CC=CC=C2C1)=O